(N-(3,4-Dimethoxybenzyl)acetamido)-1-(tetrahydro-2H-pyran-2-yl)-1H-pyrazole-3-carboxylic acid ethyl ester C(C)OC(=O)C1=NN(C=C1N(C(C)=O)CC1=CC(=C(C=C1)OC)OC)C1OCCCC1